FC1=C(C=CC(=C1F)F)C=1C(=CC=CC1F)C=O 2',3',4',6-tetrafluoro-[1,1'-biphenyl]-2-carbaldehyde